3-(6-chloro-1-hydroxy-2,3,1-benzodiazaborinine-2-carbonyl)-1-cyclopropyl-quinolin-4-one ClC=1C=CC2=C(C=NN(B2O)C(=O)C2=CN(C3=CC=CC=C3C2=O)C2CC2)C1